C(#N)C=1C(=NC(=NC1)NCC1=C(C=CC=C1)OC(F)(F)F)NCC12CC3C(C(CC(C1)C3)C2)NC(OC(C)(C)C)=O tert-butyl N-[5-({[5-cyano-2-({[2-(trifluoromethoxy)phenyl]methyl}amino)pyrimidin-4-yl]amino}methyl)adamantan-2-yl]carbamate